CNC(O[C@@H]1CC[C@H](CC1)C(N(C[C@@H]1CC[C@H](CC1)C1=CC(=C(C=C1)OC)C)C1=NC=CC(=C1)C=1N=C(OC1)C1CC1)=O)=O trans-4-((4-(2-Cyclopropyloxazol-4-yl)pyridine-2-yl)((trans-4-(4-methoxy-3-methylphenyl)cyclohexyl)methyl)carbamoyl)cyclohexyl methylcarbamate